dimethyl naphthalenedicarboxylate (dimethyl naphthalenedicarboxylate) CC=1C(=C(C(=C2C=CC=CC12)C(=O)O)C(=O)O)C.C=1(C(=CC=C2C=CC=CC12)C(=O)OC)C(=O)OC